5-(4-bromo-2-fluorophenoxy)-1H-indole-2-carboxylic acid BrC1=CC(=C(OC=2C=C3C=C(NC3=CC2)C(=O)O)C=C1)F